FC=1C(=CC=2C3=C(NC(C2C1)=O)C[S@@](C[C@H]3N(C(=O)C=3C=C1C(=CC=CN1C3)F)C)=O)F (S,R)-N-(8,9-difluoro-3-oxido-6-oxo-1,4,5,6-tetrahydro-2H-thiopyrano[3,4-c]isoquinolin-1-yl)-8-fluoro-N-methylindolizine-2-carboxamide